1,4-bis(n-octanoyloxy)naphthalene C(CCCCCCC)(=O)OC1=CC=C(C2=CC=CC=C12)OC(CCCCCCC)=O